2-Propylstyrene C(CC)C1=C(C=C)C=CC=C1